Cl.FC1(CNCCC1C1=CC=C(NC2C(NC(CC2)=O)=O)C=C1)F 3-[4-(3,3-difluoro-4-piperidinyl)anilino]piperidine-2,6-dione HCl salt